N1(CCOCC1)CC=CC=O 4-morpholinylbut-2-en-1-one